N[C@H](C(=O)NCC#N)CC=1OC2=C(N1)C=CC(=C2)C=2CCN(CC2)CCOC (2S)-2-amino-N-(cyanomethyl)-3-{6-[1-(2-methoxyethyl)-3,6-dihydro-2H-pyridin-4-yl]-1,3-benzoxazol-2-yl}propanamide